C1(CCCCC1)NC=1C2=C(N=CC1C#CC1=CC(=CC=C1)[N+](=O)[O-])NC=C2 N-cyclohexyl-5-((3-nitrophenyl)ethynyl)-1H-pyrrolo[2,3-b]pyridine-4-amine